(5-(1-(1-(3,4-dimethylphenyl)-5-oxopyrrolidin-3-carbonyl)piperidin-4-yl)-1,2,4-oxadiazol-3-yl)-4-ethyl-2H-benzo[b][1,4]oxazin-3(4H)-one CC=1C=C(C=CC1C)N1CC(CC1=O)C(=O)N1CCC(CC1)C1=NC(=NO1)C1C(N(C2=C(O1)C=CC=C2)CC)=O